COC1=NC=CC=C1C(C)NS(=O)C(C)(C)C N-(1-(2-methoxypyridin-3-yl)ethyl)-2-methylpropan-2-sulfinamide